C(C)OC(=O)C1=CC=C(C=C1)C1=CC(=CC(=C1)Br)Br 3',5'-dibromo-[1,1'-biphenyl]-4-carboxylic acid ethyl ester